NC1=NN(C=C1)C1CN(C1)C(=O)C1=C(C=C(C=C1)C=1C2=C(C(N(C1)C\C=C\C)=O)NC(=C2)C)Cl 4-[4-[3-(3-aminopyrazol-1-yl)azetidine-1-carbonyl]-3-chloro-phenyl]-6-[(E)-but-2-enyl]-2-methyl-1H-pyrrolo[2,3-c]pyridin-7-one